C(C1=CC=CC=C1)OC(C(=O)[O-])=C α-benzyloxyacrylate